6-(Azetidin-1-yl)-N-[(5-(tert-butyl)-2-cyclobutoxyphenyl)sulfonyl]-4-fluorobenzofuran-2-carboxamide N1(CCC1)C1=CC2=C(C=C(O2)C(=O)NS(=O)(=O)C2=C(C=CC(=C2)C(C)(C)C)OC2CCC2)C(=C1)F